3-bromo-4-(trideuteriomethyl)-1H-indazole BrC1=NNC2=CC=CC(=C12)C([2H])([2H])[2H]